CN1N=NC2=C1C=CC(=C2C)C(C(C(=O)OC)(C)C)C2=CC(=C(C=C2)C)CN2C[C@H](OC1=C(C=CC=3C=CC=NC13)C2)CC methyl 3-(1,4-dimethyl-1H-benzo[d][1,2,3]triazol-5-yl)-3-(3-(((R)-2-ethyl-2,3-dihydro-[1,4]oxazepino[6,7-h]quinolin-4(5H)-yl)methyl)-4-methylphenyl)-2,2-dimethylpropanoate